BrCCOC=1C=C2CCC(N(C2=NC1)C1CC(C1)(C([2H])([2H])[2H])O)=O 6-(2-bromoethoxy)-1-[(cis)-3-hydroxy-3-(2H3)methylcyclobutyl]-1,2,3,4-tetrahydro-1,8-naphthyridin-2-one